C(C)(C)(C)OC(CCC=1C=CC2=C(OC3(C=NS2(=O)=O)CCOCC3)N1)=O 7'-(3-(tert-butoxy)-3-oxopropyl)-1',1'-dioxido-2,3,5,6-tetrahydrospiro[pyran-4,4'-pyrido[2,3-b][1,4,5]oxathiazepin]